N-(2-(1-(3,3-difluoroazetidin-1-yl)ethyl)-4-(2,5-difluorophenyl)pyridin-3-yl)-2-isopropylpyrimidine-5-carboxamide formate salt C(=O)O.FC1(CN(C1)C(C)C1=NC=CC(=C1NC(=O)C=1C=NC(=NC1)C(C)C)C1=C(C=CC(=C1)F)F)F